hexamethylenebis(3,5-di-tert-butyl-4-hydroxybenzamide) C(C)(C)(C)C=1C(=C(C(=O)N)C=C(C1O)C(C)(C)C)CCCCCCC1=C(C(=O)N)C=C(C(=C1C(C)(C)C)O)C(C)(C)C